9,10-Dimethyl-anthracene CC=1C2=CC=CC=C2C(=C2C=CC=CC12)C